[C@H](C)(CC)[C@@H]1N(CC2=C(NC1=O)C=CC=C2)C(N)=N (S)-3-((S)-sec-Butyl)-2-oxo-1,2,3,5-tetrahydro-4H-benzo[e][1,4]diazepine-4-carboximidamide